O(C1=CC=CC=C1)C(=O)NC1=CC=C(C=C1)C1=CN=CC(=N1)C(=O)OC Methyl 6-(4-((phenoxycarbonyl)amino)phenyl)pyrazine-2-carboxylate